3-(((3-Phenylpyridin-2-yl)amino)methyl)pyrrolidin-1-carbonitril C1(=CC=CC=C1)C=1C(=NC=CC1)NCC1CN(CC1)C#N